CC1=NOC(=N1)C12CCC(CC1)(CC2)CNC2=C(CCC1=CC=CC=C21)C(=O)[O-] (((4-(3-methyl-1,2,4-oxadiazol-5-yl) bicyclo[2.2.2]oct-1-yl) methyl) amino)-3,4-dihydronaphthalene-2-carboxylate